C[C@]12CC[C@H]3[C@H]([C@@H]1CC[C@@H]2O)CCC4=C3C=CC(=C4)O alpha-oestradiol